COCOC1=CC2=CC=C3C(=C2C(=C1)B1OC(C(O1)(C)C)(C)C)CCC3 2-(7-(methoxymethoxy)-2,3-dihydro-1H-cyclopenta[a]naphthalen-9-yl)-4,4,5,5-tetramethyl-1,3,2-dioxaborolane